P(=O)(O)(O)O[C@H]1[C@H]([C@@H](O[C@@H]1CO)N1C=NC=2C(O)=NC=NC12)OC O-methyl inosine-3'-phosphate